C1(CC1)OC=1C=CC=C2C=CC=NC12 8-cyclopropyloxyquinoline